1-[(2R)-2-(4-cyclopropyl-triazol-1-yl)-3,3-dimethyl-butyryl]-4-hydroxy-N-[[1-(2-pyridylmethyl)pyrrolidin-3-yl]methyl]pyrrolidine-2-carboxamide C1(CC1)C=1N=NN(C1)[C@@H](C(=O)N1C(CC(C1)O)C(=O)NCC1CN(CC1)CC1=NC=CC=C1)C(C)(C)C